C(C)OCC1=C(C=CC=C1)C1=CC=C(S1)C(C)NC1=NC(=NC2=CC(=C(C=C12)OC)OC)C N-[1-{5-[2-(ethoxymethyl)-phenyl]thiophen-2-yl}ethyl]-6,7-dimethoxy-2-methylquinazolin-4-amine